C(CCCCCCCCCCCCCCC)C([NH+](C)C)CCCCCCCCCCCCCCCC dicetyl-trimethyl-ammonium